N1C=C(C2=CC=CC=C12)CC(CCCC)C1=CC(=CC2=C1N=C(S2)C(=O)N)N2CCN(CC2)C (1-(1H-indol-3-yl)hexan-2-yl)-6-(4-methylpiperazin-1-yl)benzo[d]thiazole-2-carboxamide